(1H-benzo[d]imidazol-1-yl)-1-(5-((1,2-dimethyl-1H-imidazol-4-yl)sulfonyl)-3,4,5,6-tetrahydropyrrolo[3,4-c]pyrrol-2(1H)-yl)propan-1-one aluminum [Al].N1(C=NC2=C1C=CC=C2)C(C(=O)N2CC=1CN(CC1C2)S(=O)(=O)C=2N=C(N(C2)C)C)C